C(C)OC(CCC(=O)C1=NC(=CC=C1O)CC1=C(C(=CC=C1Cl)F)Cl)=O 4-[6-(2,6-Dichloro-3-fluoro-benzyl)-3-hydroxy-pyridin-2-yl]-4-oxo-butyric acid ethyl ester